4,6-dimethoxy-2-methanesulfonyl-5-trifluoromethylpyrimidine COC1=NC(=NC(=C1C(F)(F)F)OC)S(=O)(=O)C